[Cl-].C[N+](C)(CC=C)CC=C N,N-dimethyldiallylammonium chloride